N-(2-propoxyethyl)methylamine C(CC)OCCNC